2-(4-(Butylsulfonyl)piperazin-1-yl)propan-1-ol C(CCC)S(=O)(=O)N1CCN(CC1)C(CO)C